ClC1=C(C=CC=C1F)[C@]12CN(C[C@@H]2C1)C(NC=1C=NC(=CC1)OC)=S (1S,5R)-1-(2-chloro-3-fluorophenyl)-N-(6-methoxypyridin-3-yl)-3-azabicyclo[3.1.0]hexane-3-thioamide